6-(6-ethynyl-4-methylpyridin-3-yl)-5-(3-fluoro-4-((4-methylpyrimidin-2-yl)oxy)phenyl)furo[2,3-d]pyrimidin-4-amine C(#C)C1=CC(=C(C=N1)C1=C(C2=C(N=CN=C2N)O1)C1=CC(=C(C=C1)OC1=NC=CC(=N1)C)F)C